BrC1=NN2C(N(C(=CC2=O)CC)CC(=O)NC2=C(C=C(C=C2)C(F)(F)F)Cl)=N1 2-(2-bromo-5-ethyl-7-oxo-[1,2,4]triazolo[1,5-a]pyrimidin-4-yl)-N-[2-chloro-4-(trifluoromethyl)phenyl]acetamide